C1=CC(=CC=2C(=CC=C(C12)C(=O)O)C(=O)O)C(=O)O 3,5,8-naphthalenetricarboxylic acid